OC=1C=C(C#N)C=C(C1C1=CC2=C(N=N1)N(C=N2)CC2CCN(CC2)C)C 3-Hydroxy-5-methyl-4-{7-[(1-methylpiperidin-4-yl)methyl]-7H-imidazo[4,5-c]pyridazin-3-yl}benzonitrile